FC(C)(C)C1=NC(=NC(=C1)C)N1CC2C(C1)CN(C2)C=O ((3R,6S)-5-(4-(2-fluoroprop-2-yl)-6-methylpyrimidin-2-yl)hexahydropyrrolo[3,4-c]pyrrol-2(1H)-yl)methanone